4-Oxopyrido[1,2-a]pyrimidine-2-carboxylic acid methyl ester COC(=O)C=1N=C2N(C(C1)=O)C=CC=C2